N(=NC1(CCCCC1)C#N)C1(CCCCC1)C#N 1,1'-azobis(cyclohexancarbonitrile)